(3S)-11-(3,5-Difluoropyridin-2-yl)-3-methoxy-10-(trifluoromethyl)-3,4-dihydro-2H,6H-[1,4]thiazepino[2,3,4-ij]quinazoline-6,8(7H)-dione FC=1C(=NC=C(C1)F)C1=C(C=C2C(NC(N3C2=C1SC[C@H](C3)OC)=O)=O)C(F)(F)F